COC1=C(C(=O)P(C(C)(C)C)(C(C2=C(C=CC=C2OC)OC)=O)=O)C(=CC=C1)OC bis(2,6-dimethoxybenzoyl)tert-butylphosphine oxide